2-(pyrimidin-5-yl)cyclopropane N1=CN=CC(=C1)C1CC1